triisoPropyl-aluminum C(C)(C)[Al](C(C)C)C(C)C